1,3-divinylimidazolidin-2-one C(=C)N1C(N(CC1)C=C)=O